Ammonium Selenit [Se](=O)([O-])[O-].[NH4+].[NH4+]